ClC1=C(C=C(C=C1)C1=C(N=C(O1)C1=NC(=CC(=C1)C)C)N1C(N=C(C=C1)N1CC(C1)(F)CC)=O)F 1-(5-(4-Chloro-3-fluorophenyl)-2-(4,6-dimethylpyridin-2-yl)oxazol-4-yl)-4-(3-ethyl-3-fluoroazetidin-1-yl)pyrimidin-2(1H)-one